8,8-dimethyl-2-(2-(methylthio)pyrimidine-4-carbonyl)-7-oxo-2-azaspiro[3.5]non-5-ene-6-carbonitrile CC1(C(C(=CC2(CN(C2)C(=O)C2=NC(=NC=C2)SC)C1)C#N)=O)C